1-(3-fluoro-4-methylbenzyl)-4-(5-methyloxazol-2-yl)-8-(1H-pyrazol-4-yl)-1,3-dihydro-2H-benzo[b]azepin-2-one FC=1C=C(CN2C3=C(C=C(CC2=O)C=2OC(=CN2)C)C=CC(=C3)C=3C=NNC3)C=CC1C